ClC1=C(C(=CC=C1)Cl)NS(=O)(=O)C1=NN2C(=NC(=CC2=N1)F)OCC N-(2,6-dichlorophenyl)-5-ethoxy-7-fluoro-(1,2,4)triazolo(1,5-c)pyrimidine-2-sulphonamide